ethyl 3-iodopropionate ICCC(=O)OCC